ClC1=C(C=CC=C1Cl)C1=NNC2=NC(=CN=C21)N2CCN(CC2)C(=N)N2CCCCC2 1-[3-(2,3-dichlorophenyl)-1H-pyrazolo[3,4-b]pyrazin-6-yl]-4-(piperidine-1-carboximidoyl)piperazine